Br\C(=C/F)\F (Z)-1-bromo-1,2-difluoroethylene